2-((4-(1,3-dimethyl-4-(pyridin-4-yl)-1H-pyrazol-5-yl)phenoxy)methyl)quinoline CN1N=C(C(=C1C1=CC=C(OCC2=NC3=CC=CC=C3C=C2)C=C1)C1=CC=NC=C1)C